ClC=1C=C(C=C(C1)Cl)C1=CC(=CC(=N1)OC=1C=CC(=NC1)N1CCN(CC1)C(=O)OC(C)(C)C)COS(=O)(=O)C tert-Butyl 4-(5-((6-(3,5-dichlorophenyl)-4-(((methylsulfonyl)oxy)methyl)pyridin-2-yl)oxy)pyridine-2-yl)piperazine-1-carboxylate